Racemic-5-((3aR,6aS)-4,4-dimethyl-5-(methylsulfonyl)hexa-hydropyrrolo[3,4-c]pyrrol-2(1H)-yl)-6-(trifluoromethyl)imidazo[1,5-a]pyridine CC1([C@@H]2[C@H](CN1S(=O)(=O)C)CN(C2)C2=C(C=CC=1N2C=NC1)C(F)(F)F)C |r|